ClC1=C(C=CC=C1Cl)C=1C=2N(C(=NC1C)N1CCC3(CC1)[C@@H](C1=CC=CC=C1C3)N)C=CN2 (S)-1'-(8-(2,3-dichlorophenyl)-7-methylimidazo[1,2-c]pyrimidin-5-yl)1,3-dihydrospiro[indene-2,4'-piperidin]-1-amine